N-(3-(4,4-difluoropiperidin-1-yl)-5-methylphenyl)-7-(methylsulfonyl)-5-(6-azaspiro[2.5]octan-6-yl)quinazolin-4-amine 2,2,2-trifluoroacetate FC(C(=O)O)(F)F.FC1(CCN(CC1)C=1C=C(C=C(C1)C)NC1=NC=NC2=CC(=CC(=C12)N1CCC2(CC2)CC1)S(=O)(=O)C)F